(R)-N,N-dimethyl-3-(4-fluorophenyl)-3-[(benzo[d][1,3]dioxol-4-yl)oxy]propylamine oxalate C(C(=O)O)(=O)O.CN(C)CC[C@@H](OC1=CC=CC=2OCOC21)C2=CC=C(C=C2)F